C(C)OCCN1N=CC(=C1)C(=O)N[C@@H]1CCC2=CC(=CC=C12)C1=NOC(=N1)CC (R)-1-(2-ethoxyethyl)-N-(5-(5-ethyl-1,2,4-oxadiazol-3-yl)-2,3-dihydro-1H-inden-1-yl)-1H-pyrazole-4-carboxamide